OC(COCC(CCCCCCCCCCCCCCCC)O)CCCCCCCCCCCCCCCC 2-hydroxystearyl ether